((2R,3R,4S,5R,6R)-4-(4-(3-fluorophenyl)-1H-1,2,3-triazol-1-yl)-3,5-dihydroxy-6-(hydroxymethyl)tetrahydro-2H-pyran-2-yl)(4-(4-hydroxyphenyl)-2-methylpiperazin-1-yl)methanone FC=1C=C(C=CC1)C=1N=NN(C1)[C@@H]1[C@H]([C@@H](O[C@@H]([C@@H]1O)CO)C(=O)N1C(CN(CC1)C1=CC=C(C=C1)O)C)O